C(CCCCCCC)N(C(CO)=O)CCCCCCCC N,N-dioctyl-2-hydroxyacetamide